2-trimethylsiloxy-4-propenoxybenzophenone C[Si](OC1=C(C(=O)C2=CC=CC=C2)C=CC(=C1)OC=CC)(C)C